N1=CC(=CC=C1)C(CC(=O)O)C1(CC1)C(F)(F)F 3-(pyridin-3-yl)-3-(1-(trifluoromethyl)cyclopropyl)propanoic acid